2H-6,9-epiminocyclohepta[c]pyridazine-10-carboxamide N=1NC=CC=2C1C1=CC=C(C2)N1C(=O)N